N(=O)S(=O)(=O)[O-].N(=O)S(=O)(=O)[O-].N(=O)S(=O)(=O)[O-].[Ru+3] ruthenium(III) nitrosylsulfate